6-[[3-(2-methoxy-phenylamino)propyl]amino]-1,3-dimethyluracil COC1=C(C=CC=C1)NCCCNC1=CC(N(C(N1C)=O)C)=O